FC1=C(C=CC(=C1)C=1C=C2C=NC(=NC2=CC1)N[C@@H]1CNCCC1)NS(=O)(=O)CC1=CC=CC=C1 (S)-N-(2-Fluoro-4-(2-(piperidin-3-ylamino)quinazolin-6-yl)phenyl)-1-phenylmethanesulfonamide